CCC(C(=O)OCCOC1=NC(=NC(=C1OC1=C(C=CC=C1)OC)N)C1=CC=C(C=C1)OC)(C)NCCCC(=O)OCC 2-((6-amino-5-(2-methoxyphenoxy)-2-(4-methoxyphenyl)pyrimidin-4-yl)oxy)ethan-1-ol methyl-2-[(4-ethoxy-4-oxobutyl)amino]-2-methylpropanoate